cyclobutylmethyl 2-[4-[3-[3,5-dimethoxy-4-(2,2,2-trifluoroethyl-carbamoyl)phenyl] imidazo[1,2-a]pyridin-7-yl]pyrazol-1-yl]acetate COC=1C=C(C=C(C1C(NCC(F)(F)F)=O)OC)C1=CN=C2N1C=CC(=C2)C=2C=NN(C2)CC(=O)OCC2CCC2